N-(4-fluorophenyl)-2-(((4-(3-methoxypropoxy)-3-methylpyridin-2-yl)methyl)thio)-1H-benzo[d]Imidazole-7-amine FC1=CC=C(C=C1)NC1=CC=CC2=C1NC(=N2)SCC2=NC=CC(=C2C)OCCCOC